C(C=C)(=O)O.C(C=C)(=O)O.C(C=1C(C(=O)O)=CC=CC1)(=O)O phthalic acid diacrylate